FCCCN1N=CC(=N1)C(=O)OC methyl 2-(3-fluoropropyl)-2H-1,2,3-triazole-4-carboxylate